C1(=CC=CC2=CC=CC=C12)N1C(=NN=C1)C1=CC=CC=C1COC(C[C@@H](C1=CC=C(C=C1)Br)N)=O.FC1=C(C(=C(C(=C1F)F)F)F)N=[N+]=[N-] perfluoroazidobenzene 4-(naphthalen-1-yl)-4H-1,2,4-triazolbenzyl-(S)-3-amino-3-(4-bromophenyl)propanoate